((2-chloro-7-vinylpyrrolo[2,1-f][1,2,4]triazin-4-yl)amino)bicyclo[2.2.2]octane-2-carboxylic acid ethyl ester C(C)OC(=O)C1C2(CCC(C1)CC2)NC2=NC(=NN1C2=CC=C1C=C)Cl